CC(CCN)(CCN)C dimethyl-1,5-diaminopentane